NC1=NC=C2N(C(N(C2=N1)[C@@H]1O[C@@H](C[C@H]1O)CO)=O)CCC(F)(F)F 2-Amino-9-((2R,3R,5S)-3-hydroxy-5-(hydroxymethyl)tetrahydrofuran-2-yl)-7-(3,3,3-trifluoropropyl)-7,9-dihydro-8H-purin-8-one